(R)-3-(1-(5-Chloro-4-fluoro-2-(methylthio)-8,9-dihydro-10H-7-oxa-1,3,6,10-tetraazacyclohepta[de]naphthalen-10-yl)ethyl)-N-(4-methoxybenzyl)pyrazin-2-amine ClC1=C(C=2N=C(N=C3C2C(=N1)OCCN3[C@H](C)C=3C(=NC=CN3)NCC3=CC=C(C=C3)OC)SC)F